ClC1=CC=C(C=C1)[C@@]1(N(C(C2=CC(=CC=C12)C(CNC(C)=O)(C)O)=O)CC1=NC=C(C=C1)Cl)OC N-{2-[(1R)-1-(4-Chlorophenyl)-2-[(5-chloropyridin-2-yl)methyl]-1-methoxy-3-oxo-2,3-dihydro-1H-isoindol-5-yl]-2-hydroxypropyl}acetamid